azolylurea N1C(=CC=C1)NC(=O)N